5-[(3S)-2-[1-(5-Fluoro-4-methylsulfanyl-pyrimidin-2-yl)piperidine-4-carbonyl]isoxazolidin-3-yl]pyridine FC=1C(=NC(=NC1)N1CCC(CC1)C(=O)N1OCC[C@H]1C=1C=CC=NC1)SC